2-m-methoxyphenoxyethan-1-one COC=1C=C(OCC=O)C=CC1